FC(=C1C2CCC1C1=C(C=CC=C21)NC(=O)C=2C(=NN(C2)C)C(F)F)F N-[9-(difluoromethylene)-1,2,3,4-tetrahydro-1,4-methanonaphthalen-5-yl]-3-(difluoromethyl)-1-methyl-1H-pyrazole-4-carboxamide